NC1=NN=C(O1)CN(C(COC1=C(C(=CC(=C1)F)F)CC)=O)CC1=C(C=C(C=C1)S(N)(=O)=O)F N-[(5-Amino-1,3,4-oxadiazol-2-yl)methyl]-2-(2-ethyl-3,5-difluoro-phenoxy)-N-[(2-fluoro-4-sulfamoyl-phenyl)methyl]acetamide